3-ethoxy-4,6-difluoro-7-((tetrahydro-2H-pyran-2-yl)methoxy)dibenzofuran C(C)OC=1C=CC2=C(OC3=C2C=CC(=C3F)OCC3OCCCC3)C1F